tert-butyl 3-(1-(adamantan-1-ylmethyl)-5-methyl-1H-pyrazol-4-yl)-6-(8-(benzo[d]thiazol-2-ylcarbamoyl)-3,4-dihydroisoquinolin-2(1H)-yl)picolinate C12(CC3CC(CC(C1)C3)C2)CN2N=CC(=C2C)C=2C(=NC(=CC2)N2CC3=C(C=CC=C3CC2)C(NC=2SC3=C(N2)C=CC=C3)=O)C(=O)OC(C)(C)C